4-[2-(2-Azaspiro[3.3]heptan-6-yl)ethyl]-3-methyl-2-oxo-benzimidazol C1NCC12CC(C2)CCC2=CC=CC=1NC(N(C12)C)=O